2-cyclopropyl-N-(5-(6-(3-methoxy-4-(4-(1-methylpiperidin-4-yl)piperazine-1-carbonyl)phenyl)pyrazin-2-yl)thiophen-3-yl)acetamide C1(CC1)CC(=O)NC1=CSC(=C1)C1=NC(=CN=C1)C1=CC(=C(C=C1)C(=O)N1CCN(CC1)C1CCN(CC1)C)OC